C1(=CC=CC=C1)C1=C(C(=C(C2=C1N=C(N2)S(=O)(=O)[O-])S(=O)(=O)[O-])S(=O)(=O)[O-])S(=O)(=O)[O-] phenylbenzimidazoletetrasulphonate